ClC=1C(=C2C=NNC2=C(C1F)NC(C)C)C=1N=CC=2N(C1)C=C(N2)N2C(C=CC2)=O 1-(6-(5-chloro-6-fluoro-7-(isopropylamino)-1H-indazol-4-yl)imidazo[1,2-a]pyrazin-2-yl)-1,5-dihydro-2H-pyrrol-2-one